FC(C(=O)OC)(C)C Methyl 2-Fluoro-2-methylpropionate